Cl.CC1=NC=CC(=C1)C1=NNC(=C1)NC=1N=C(C2=C(N1)C=C(O2)C2=CC=NC=C2)N2CCOCC2 N-(3-(2-methylpyridin-4-yl)-1H-pyrazol-5-yl)-4-morpholino-6-(pyridin-4-yl)furo[3,2-d]pyrimidin-2-amine hydrochloride